7-(3-(3,3-difluoro-3-(4-fluorophenoxy)propoxy)-2-fluorophenyl)-[1,2,4]triazolo[1,5-a]pyridin-2-amine FC(CCOC=1C(=C(C=CC1)C1=CC=2N(C=C1)N=C(N2)N)F)(OC2=CC=C(C=C2)F)F